C(CCCCCCCCCCCCCCCCCCCCC)(=O)OCCCCCCCCCCCCCCCCCCCCCCC tricosyl monobehenate